thiophen-3-amine S1C=C(C=C1)N